2-((3,5-dichloro-4-(4-hydroxy-3-isopropylbenzyl)benzyl)sulfinyl)acetic acid ClC=1C=C(CS(=O)CC(=O)O)C=C(C1CC1=CC(=C(C=C1)O)C(C)C)Cl